9-(4-bromophenyl)-3,6-di-tert-butyl-9h-carbazole BrC1=CC=C(C=C1)N1C2=CC=C(C=C2C=2C=C(C=CC12)C(C)(C)C)C(C)(C)C